C(C)N(C(=O)N)CC N,N-diethyl-urea